[Zn+2].C(CN(CC(=O)[O-])CC(=O)[O-])N(CC(=O)O)CC(=O)[O-].[Na+].ClC1=CC(=C(CNC(N(C2CC2)[C@H]2CN(CCC2)C(=O)NC=2SC=NN2)=O)C=C1C)F (R)-3-(3-(4-chloro-2-fluoro-5-methylbenzyl)-1-cyclopropylureido)-N-(1,3,4-thiadiazol-2-yl)piperidine-1-carboxamide sodium ethylenediaminetetraacetate zinc salt